(2S)-2-{4-[6-amino-5-(p-chlorophenyl)-4-pyrimidinyl]-1H-pyrazol-1-yl}-2-[p-(trifluoromethyl)phenyl]ethanol NC1=C(C(=NC=N1)C=1C=NN(C1)[C@H](CO)C1=CC=C(C=C1)C(F)(F)F)C1=CC=C(C=C1)Cl